16-Amino-1-hexadecanethiol hydrochloride Cl.NCCCCCCCCCCCCCCCCS